The molecule is a member of the class of benzamides, obtained by formal condensation of the carboxy group of 2-methylbenzoic acid with the amino group of 3-(ispropyloxy)aniline. A fungicide used to control diseases caused by Basidomycetes including Rhizoctonia and Puccinia spp. It has a role as an EC 1.3.5.1 [succinate dehydrogenase (quinone)] inhibitor and an antifungal agrochemical. It is a member of benzamides, an aromatic ether and a benzanilide fungicide. CC1=CC=CC=C1C(=O)NC2=CC(=CC=C2)OC(C)C